CCOC1=CC=CC=C1O The molecule is an aromatic ether that is catechol in which one of the hydroxy groups has been alkylated to give the corresponding ethyl ether. A low-melting (20-25 ℃), high-boiling (216-217 ℃) smoke flavour compound. It has a role as a flavouring agent. It is an aromatic ether, a volatile organic compound and a member of phenols. It derives from a catechol.